OC=1C(=C(C(=C(C(=O)O)O)O)C=CC1)O.C(C)(C)(C)C(O)C(CO)(CO)CO tert-butyl-pentaerythritol tetrahydroxycinnamate